(2S)-1-({2'-ethoxy-5-[(2R)-4-[6-ethoxy-2-(trifluoromethyl)pyridine-3-carbonyl]-2-ethylpiperazin-1-yl]-[2,3'-bipyridin]-6-yl}oxy)propan-2-amine C(C)OC1=NC=CC=C1C1=NC(=C(C=C1)N1[C@@H](CN(CC1)C(=O)C=1C(=NC(=CC1)OCC)C(F)(F)F)CC)OC[C@H](C)N